(8-oxa-3-azabicyclo[3.2.1]oct-3-yl)methylcyclopropane-1-carboxylic acid ethyl ester C(C)OC(=O)C1(CC1)CN1CC2CCC(C1)O2